NC1=CC=C(C=N1)OC1=CC(=NC=C1)NC=1SC(=CN1)C N-(4-((6-aminopyridin-3-yl)oxy)pyridin-2-yl)-5-methylthiazol-2-amine